6-chloro-N-[5-(2,2-difluoroethoxy)-4,6-dimethoxy-pyrimidin-2-yl]-7-(4-pyrimidinyl)-1H-indole-3-sulfonic acid amide ClC1=CC=C2C(=CNC2=C1C1=NC=NC=C1)S(=O)(=O)NC1=NC(=C(C(=N1)OC)OCC(F)F)OC